BrC1=CN=C2N1C=C(C(=C2)OC)C(F)(F)F 3-bromo-7-methoxy-6-(trifluoromethyl)imidazo[1,2-a]pyridine